C(=CC1=CC=CC=C1)C=1NC(C(N1)(C)C)(C)C styryl-tetramethylimidazole